2,6-bis(2-trifluoromethyl-4-maleimidophenoxy)toluene FC(C1=C(OC2=C(C)C(=CC=C2)OC2=C(C=C(C=C2)N2C(C=CC2=O)=O)C(F)(F)F)C=CC(=C1)N1C(C=CC1=O)=O)(F)F